BrC1=CC2=C(N=C(N=C2N[C@H](C)C2=C(C(=CC=C2)C(F)F)F)C)N=C1N1CCCC1 (R)-6-bromo-N-(1-(3-(difluoromethyl)-2-fluorophenyl)ethyl)-2-methyl-7-(pyrrolidin-1-yl)pyrido[2,3-d]pyrimidin-4-amine